4-[6-(4-aminophenyl)-4-{[(4-methoxyphenyl)methyl]amino}-7-methylpyrrolo[3,2-d]pyrimidin-5-yl]-2,5-difluorophenol NC1=CC=C(C=C1)C1=C(C=2N=CN=C(C2N1C1=CC(=C(C=C1F)O)F)NCC1=CC=C(C=C1)OC)C